C(C)C=1C(=NC=NC1)N1CCN(CC1)CC(=O)O [4-(5-ethylpyrimidin-4-yl)piperazin-1-yl]acetic acid